4-[(4R,10bS)-4-methyl-8-(Exo-3-oxa-9-azabicyclo[3.3.1]nonan-7-yl)-3,4,6,10B-tetrahydro-1H-pyrazino[2,1-a]isoindol-2-yl]-1-methyl-1,8-naphthyridin-2-one C[C@@H]1CN(C[C@H]2N1CC1=CC(=CC=C21)C2CC1COCC(C2)N1)C1=CC(N(C2=NC=CC=C12)C)=O